C1=NC=NC=2NC(C=3N(C12)C=CC3)=O pyrrolo[1,2-f]pteridin-6(5H)-one